BrC1OC2=C(C(C1C)=O)C=CC=C2 bromo-3-methyl-2,3-dihydro-4H-1-benzopyran-4-one